1-ethoxycarbonylcyclobutane C(C)OC(=O)C1CCC1